C1(CCCC1)NCC1=C(C2=C(C=CC(=NO2)O)C=C1)O 8-((cyclopentylamino)methyl)-3,9-dihydroxybenzo[5,6]oxazepin